3-((4-(4-(4-(4-((2,6-dioxopiperidin-3-yl)amino)benzyl)piperazin-1-yl)piperidin-1-yl)-3-methoxyphenyl)amino)-6-ethyl-5-((tetrahydro-2H-pyran-4-yl)amino)pyrazine-2-carboxamide O=C1NC(CCC1NC1=CC=C(CN2CCN(CC2)C2CCN(CC2)C2=C(C=C(C=C2)NC=2C(=NC(=C(N2)NC2CCOCC2)CC)C(=O)N)OC)C=C1)=O